C(#N)C[C@H]1CN(CCN1CC=1C=NC=2C=C(C(NC2C1)=O)CC)C1=CC(=C(C(=O)NC)C=C1)F (S)-4-(3-(cyanomethyl)-4-((7-ethyl-6-oxo-5,6-dihydro-1,5-naphthyridin-3-yl)methyl)piperazin-1-yl)-2-fluoro-N-methylbenzamide